NC(C(=O)N)=CC1=CC=C(C=C1)Br (S)-2-amino-3-(4-bromophenyl)acrylamide